COC1=C(C=CC(=C1)N1CCN(CC1)C)NC1=NC=2N(C(C=NC2C=N1)=O)C=1C=C(C=CC1)NC(C=C)=O N-(3-(2-((2-methoxy-4-(4-methyl-1-piperazinyl)phenyl)amino)-7-oxo-8(7H)-pteridinyl)phenyl)acrylamide